OC1=NC(N(C2=CC(=C(C=C12)O[C@@H]1COCC1)OC)C)=O (S)-4-hydroxy-7-methoxy-1-methyl-6-((tetrahydrofuran-3-yl)oxy)quinazolin-2(1H)-one